C1COC12CN(C2)C(C)=O 1-(3-oxa-6-azaspiro[3.3]heptan-6-yl)ethanone